(S)-2-(1-oxo-6-((5-oxopyrrolidin-2-yl)methoxy)-1,2-dihydropyrido[3,4-g]isoquinolin-4-yl)acetic acid O=C1NC=C(C=2C1=CC=1C=CN=C(C1C2)OC[C@H]2NC(CC2)=O)CC(=O)O